dimethyl 4-oxo-3-benzyloxy-4H-pyran-2,5-dicarboxylate O=C1C(=C(OC=C1C(=O)OC)C(=O)OC)OCC1=CC=CC=C1